tert-butyl 2-chloro-5,7-dihydropyrrolo[3,4-b]pyridine-6-carboxylate ClC1=CC=C2C(=N1)CN(C2)C(=O)OC(C)(C)C